C(C1=CC=CC=C1)OC1=CC=C2C(=C(C=NC2=C1)C(=C)C)C1=CC(=C(C=C1)F)F 7-benzyloxy-4-(3,4-difluorophenyl)-3-isopropenyl-quinoline